6-(3,6-diazabicyclo[3.1.1]heptan-3-yl)-4-(6-{6-[(6-methoxypyridin-3-yl)methyl]-3,6-diazabicyclo[3.1.1]heptan-3-yl}pyridin-3-yl)pyrazole C12CN(CC(N1)C2)C2(C=CC(=CN2)C=2C=NNC2)N2CC1N(C(C2)C1)CC=1C=NC(=CC1)OC